C(C)(C)(C)OC(=O)N[C@H](C(=O)OCC1=CC=CC=C1)CC(=O)N1CCOCC1 benzyl (S)-2-((tert-butoxycarbonyl)amino)-4-morpholino-4-oxobutanoate